C(C)OC(=O)[C@H]1CN(CCC1)C=1C=C(C=NC1)OC(C(=O)N1CCN(CC1)C(=O)OC(C)(C)C)(C)C tert-Butyl (R)-4-(2-((5-(3-(ethoxycarbonyl)piperidin-1-yl)pyridin-3-yl)oxy)-2-methylpropanoyl)piperazine-1-carboxylate